N-(5-(6-(2-cyano-2-methylpropoxy)-[1,2,4]triazolo[1,5-a]pyridin-2-yl)-8-(methylamino)-2,7-naphthyridin-3-yl)cyclopropanecarboxamide C(#N)C(COC=1C=CC=2N(C1)N=C(N2)C2=C1C=C(N=CC1=C(N=C2)NC)NC(=O)C2CC2)(C)C